2-((3,5-dicyano-4-ethyl-6-(4-(neopentylamino)piperidin-1-yl)pyridin-2-yl)sulfanyl)-2-phenylacetamide C(#N)C=1C(=NC(=C(C1CC)C#N)N1CCC(CC1)NCC(C)(C)C)SC(C(=O)N)C1=CC=CC=C1